4-({(2S,3R)-3-amino-2-[2-(aminomethyl)benzyl]butyl}amino)-2-fluoro-5-methoxy-N-(1,2,4-thiadiazol-5-yl)benzenesulfonamide N[C@@H]([C@H](CNC1=CC(=C(C=C1OC)S(=O)(=O)NC1=NC=NS1)F)CC1=C(C=CC=C1)CN)C